ClC=1C(=C2C(=NC1C)CN(C2)C(=O)[C@H]2CN(CC2)C=2C(=NC=CC2)C)C (3-chloro-2,4-dimethyl-5,7-dihydropyrrolo[3,4-b]pyridin-6-yl)-[(3R)-(2-methyl-3-pyridyl)pyrrolidin-3-yl]methanone